diphenylheptan-3-ol C1(=CC=CC=C1)C(CC(CCCC)O)C1=CC=CC=C1